4-(N-(tert-butoxycarbonyl)sulfamoyl)aza-cyclopentane-1-carboxylic acid tert-butyl ester C(C)(C)(C)OC(=O)N1CCC(C1)S(NC(=O)OC(C)(C)C)(=O)=O